C(CC(=O)C)(=O)NC1=CC(=C(C=C1)C#N)F N-acetoacetyl-3-fluoro-4-cyanoaniline